(S)-6-fluoro-7-(4-iodo-1-methyl-1H-pyrazol-5-yl)-2-methyl-3-oxo-3,4-dihydro-2H-benzo[b][1,4]oxazine-8-carbonitrile FC1=CC2=C(O[C@H](C(N2)=O)C)C(=C1C1=C(C=NN1C)I)C#N